C(CCC)C1=CC(=C(CC(N)C)C=C1OC)OC 4-butyl-2,5-Dimethoxyamphetamine